6,7-dichloro-2-phenyl-4H-chromen-4-one ClC=1C=C2C(C=C(OC2=CC1Cl)C1=CC=CC=C1)=O